FC(CCC(=O)NC1=NC=C(C=C1)C1=CC=C2C=CN(C(C2=C1)=O)CCC)C 4-Fluoro-N-(5-(1-oxo-2-propyl-1,2-dihydroisoquinolin-7-yl)pyridin-2-yl)pentanamide